C(CC)OC([C@H](C)OC(CC)(C)C)=O (2S)-2-(1,1-dimethylpropoxy)-propionic acid propyl ester